O=C1CC(C(O1)C(=O)OC)C(=O)OC dimethyl 5-oxotetrahydro-2,3-furandicarboxylate